C(C)(C)(C)OC(=O)N1CC2(CC2C1)C1=CC=C(C=C1)C(C)(C)C 1-(4-(tert-butyl)phenyl)-3-azabicyclo[3.1.0]Hexane-3-carboxylic acid tert-butyl ester